11-hydroxy-4,8-dimethylundecanal OCCCC(CCCC(CCC=O)C)C